(N,N-dimethyl-2-aminophenyl)-1-methyl-3-(4-(1-methyl-4-(trifluoromethyl)-1H-imidazol-2-yl)benzyl)-1H-pyrazolo[4,3-d]pyrimidine CN(C1=C(C=CC=C1)C=1N=CC2=C(N1)C(=NN2C)CC2=CC=C(C=C2)C=2N(C=C(N2)C(F)(F)F)C)C